COC([C@H](CC1=CC=C(C=C1)[N+](=O)[O-])NC(C)=O)=O (S)-2-acetamido-3-(4-nitrophenyl)propionic acid methyl ester